3-({1-[3-(2-ethoxyethyl)imidazo[4,5-b]pyrazine-6-carbonyl]piperidin-3-yl}methoxy)-2-(trifluoromethyl)pyridine C(C)OCCN1C=NC2=NC(=CN=C21)C(=O)N2CC(CCC2)COC=2C(=NC=CC2)C(F)(F)F